C=1N=CN2C1C1=CC=CC=C1[C@@H]2[C@@H]2C1(CC1)C[C@@H]2O (4S,5S)-4-((S)-5H-Imidazo[5,1-a]isoindol-5-yl)spiro[2.3]hexan-5-ol